3-(1,3-dioxolan-2-yl)benzohydrazide O1C(OCC1)C=1C=C(C(=O)NN)C=CC1